C1(CC1)C1=C(C=NC2=CC=CN=C12)NC1=CC=C(C=C1)[C@@H](C(F)(F)F)N(C(=O)C1CN(C1)C=1OC(=NN1)C)C (S)-N-(1-(4-((4-cyclopropyl-1,5-naphthyridin-3-yl)amino)phenyl)-2,2,2-trifluoroethyl)-N-methyl-1-(5-methyl-1,3,4-oxadiazol-2-yl)azetidine-3-carboxamide